5-cyclopropyl-N-[2,2-difluoro-6-(methylamino)-1,3-benzodioxol-5-yl]-3-ethylsulfanyl-pyridine-2-carboxamide C1(CC1)C=1C=C(C(=NC1)C(=O)NC1=CC2=C(OC(O2)(F)F)C=C1NC)SCC